tetradecyl-methyl-imidazole bromide [Br-].C(CCCCCCCCCCCCC)C=1N=C(NC1)C